C(CCC)NC1=CC=C(C=C1)N N-butylbenzene-1,4-diamine